COC=1C=C(C=CC1)/C=C/C(=O)C1=CC=C(C=C1)S(=O)(=O)N[C@H](C(=O)O)C (2S)-2-[[4-[(E)-3-(3-Methoxyphenyl)prop-2-enoyl]phenyl]sulfonylamino]propanoic acid